Ethyl-5-bromo-1-methyl-2,3-dihydro-1H-indene C(C)C1(CCC2=CC(=CC=C12)Br)C